O[C@@H]1C(NCC1)=O (3S)-3-hydroxy-2-oxopyrrolidin